CCC(CC)OOC(CCCCCCC(CCCCCCCCCC)=O)=O 8-Oxo-octadecanoic acid 3-pentyloxy ester